P(=O)(O)(O)O.N1=CC=CC(=C1)C1N(C)CCC1 nicotine phosphate salt